N,N-dimethyl-3-propanamide CN(C(CC)=O)C